N1=CC(=CC=C1)C1=C(NC2=C(C=CC=C12)[C@H](C)N1C(OC2(CC(C2)CN)C1)=O)C(=O)O 3-(pyridin-3-yl)-7-[(1S)-1-[(2r,4r)-2-(aminomethyl)-6-oxo-5-oxa-7-azaspiro[3.4]oct-7-yl]ethyl]-1H-indole-2-carboxylic acid